tert-Butyl N-[6,7-dichloro 1-(p-tolyl sulfonyl)indol-4-yl]-N-(2-trimethylsilylethoxymethyl)carbamate ClC1=CC(=C2C=CN(C2=C1Cl)S(=O)(=O)C1=CC=C(C=C1)C)N(C(OC(C)(C)C)=O)COCC[Si](C)(C)C